OCC1C2C(N3N1C(CC3(C)C)=O)C=3C=C(C=CC3C2)C 10-(Hydroxymethyl)-3,3,6-trimethyl-2,3,4a,9,9a,10-hexahydro-1H-indeno[1,2-c]pyrazolo[1,2-a]pyrazol-1-one